N-((2R)-1-(4-(1H-indol-5-yl)-2-methyl-1,3-dioxo-2,8-diazaspiro[4.5]decan-8-yl)-3-methyl-1-oxobutan-2-yl)-2-fluoro-5-methylbenzenesulfonamide N1C=CC2=CC(=CC=C12)C1C(N(C(C12CCN(CC2)C([C@@H](C(C)C)NS(=O)(=O)C2=C(C=CC(=C2)C)F)=O)=O)C)=O